OC1=C(C=CC=C1)/C=C/C(=O)OC methyl (E)-3-(2-hydroxyphenyl)prop-2-enoate